C1(CC1)CNC1=NC=CC(=N1)C=1C=C2C(=NC1C1=CC(=CC=C1)C(F)(F)F)NN=C2 cyclopropylmethyl-[4-[6-[3-(trifluoromethyl)phenyl]-1H-pyrazolo[3,4-b]pyridin-5-yl]pyrimidin-2-yl]amine